2,2-difluoro-N-methylbenzo[d][1,3]dioxol-5-amine FC1(OC2=C(O1)C=CC(=C2)NC)F